ClC=1C=C(C=CC1C(=O)N1CCOCC1)B(O)O 3-CHLORO-4-(MORPHOLINE-4-CARBONYL)BENZENEBORONIC ACID